C(=C)S(=O)(=O)CC1CN(C1)C(=O)OCCCC butyl 3-(vinylsulfonylmethyl)azetidine-1-carboxylate